4-(6,7-difluoro-1H-benzimidazol-2-yl)-1,2,5-oxadiazol-3-amine FC=1C=CC2=C(NC(=N2)C=2C(=NON2)N)C1F